N-(8-fluoro-2-methylimidazo[1,2-a]pyridin-6-yl)-5-((3R,3'S)-3-fluoro-[1,3'-bipyrrolidin]-1'-yl)pyrazine-2-carboxamide FC=1C=2N(C=C(C1)NC(=O)C1=NC=C(N=C1)N1C[C@H](CC1)N1C[C@@H](CC1)F)C=C(N2)C